2-amino-2-(4-phenyl-3-pyridyl)acetonitrile NC(C#N)C=1C=NC=CC1C1=CC=CC=C1